C(CC=C)C1N(CCC2=C1NC1=CC=C(C=C21)Cl)C2=NC=CC(=N2)C(F)(F)F 1-(but-3-en-1-yl)-6-chloro-2-[4-(trifluoromethyl)pyrimidin-2-yl]-2,3,4,9-tetrahydro-1H-pyrido[3,4-b]indole